3-(4,4,5,5-tetramethyl-1,3,2-dioxaborolan-2-yl)-benzonitrile CC1(OB(OC1(C)C)C=1C=C(C#N)C=CC1)C